BrC=1C=C(C=CC1)[C@@H](C)NC1=NC(=NC2=CC(=C(C=C12)OC)OCCCCCCCCN1CCC(CC1)C=1C=C2CN(C(C2=CC1F)=O)C1C(NC(CC1)=O)=O)C 3-(5-(1-(8-((4-(((R)-1-(3-bromophenyl)ethyl)amino)-6-methoxy-2-methyl-quinazolin-7-yl)oxy)octyl)piperidin-4-yl)-6-fluoro-1-oxoisoindolin-2-yl)piperidine-2,6-dione